2'-methoxyadenosine-3'-phosphorothioate P(O)(O)(=S)O[C@H]1[C@]([C@@H](O[C@@H]1CO)N1C=NC=2C(N)=NC=NC12)(O)OC